tert-butyl (2-((4-(3-bromophenyl)-5-oxo-4,5-dihydro-1H-tetrazol-1-yl)methyl)-3,3-difluoroallyl)carbamate BrC=1C=C(C=CC1)N1N=NN(C1=O)CC(CNC(OC(C)(C)C)=O)=C(F)F